CN1C=C(C=2C1=CN=CC2)C2=C1N=CNC1=NC(=N2)C2=NC(=CC=C2)C(F)(F)F 6-(1-methyl-1H-pyrrolo[2,3-c]pyridin-3-yl)-2-(6-trifluoromethylpyridin-2-yl)-9H-purine